1-Aminobutane-2,3-dithiol NCC(C(C)S)S